(5S,10aR)-7,8-difluoro-5-methyl-1,5,10,10a-tetrahydropyrrolo[1,2-b]isoquinolin-3(2H)-one FC=1C(=CC=2C[C@@H]3N([C@H](C2C1)C)C(CC3)=O)F